tert-butyl N-[4-[2-(2-amino-3-pyridyl)-6-morpholino-benzimidazol-1-yl]phenyl]carbamate NC1=NC=CC=C1C1=NC2=C(N1C1=CC=C(C=C1)NC(OC(C)(C)C)=O)C=C(C=C2)N2CCOCC2